(E)-3-amino-6-bromopyrazine-2-carboxaldehyde oxime NC=1C(=NC(=CN1)Br)/C=N/O